((2-(3'-(5-((2-azabicyclo[2.1.1]hexan-2-yl)methyl)-7-(trifluoromethyl)benzo[d]oxazol-2-yl)-2,2'-dimethyl-[1,1'-biphenyl]-3-yl)-6-(difluoromethoxy)benzo[d]oxazol-5-yl)methyl)-L-proline C12N(CC(C1)C2)CC=2C=C(C1=C(N=C(O1)C=1C(=C(C=CC1)C1=C(C(=CC=C1)C=1OC3=C(N1)C=C(C(=C3)OC(F)F)CN3[C@@H](CCC3)C(=O)O)C)C)C2)C(F)(F)F